2-methylpropan-2-yl{[(3R)-1-[5-amino-2-(prop-2-yl)indazol-4-yl]-3-methyltetrahydro-1H-pyrrol-3-yl]amino}methanoate CC(C)(C)OC(=O)N[C@]1(CN(CC1)C=1C2=CN(N=C2C=CC1N)C(C)C)C